(tert-butoxycarbonyl)(3-fluoro-2-nitrophenyl)carbamic acid tert-butyl ester C(C)(C)(C)OC(N(C1=C(C(=CC=C1)F)[N+](=O)[O-])C(=O)OC(C)(C)C)=O